CN(CCCNC1=NC(=NC2=CC=CC=C12)CN1CCN(CC1)C(=O)OC(C)(C)C)C Tert-butyl 4-[(4-[3-(dimethylamino)propyl]aminoquinazolin-2-yl)methyl]piperazine-1-carboxylate